1-(4-(Pyridin-2-ylmethyl)-3,4-dihydroquinoxalin-1(2H)-yl)-2-(pyrrolidin-1-yl)ethan-1-one N1=C(C=CC=C1)CN1CCN(C2=CC=CC=C12)C(CN1CCCC1)=O